N(=[N+]=[N-])CC1CCN(CC1)CCNS(=O)(=O)C1=CC=C(C=C1)C N-(2-(4-(azidomethyl)piperidin-1-yl)ethyl)-4-methylbenzenesulfonamide